4-Triazolylthiourea N1N=NC(=C1)NC(=S)N